C(=O)C1=C(SC(=C1)C(F)(F)F)NC(OC(C)(C)C)=O TERT-BUTYL 3-FORMYL-5-(TRIFLUOROMETHYL)THIEN-2-YLCARBAMATE